N1=C(C=CC(=C1)S(=O)(=O)N)C1=CC=NC=C1 [2,4'-BIPYRIDINE]-5-SULFONAMIDE